CN1C2=NC3=C(C(NCCOC4=C(C1)C=CC=C4)=O)C=NN3C=C2 14-methyl-6,7,13,14-tetrahydro-1,15-ethenopyrazolo[4,3-f][1,4,8,10]benzoxatriazacyclotridecin-4(5H)-one